C(C)(C)N1N=C(C=C1)C1=CC(=NC=C1)N(C(=O)[C@@H]1CC[C@H](CC1)CC(=O)O)CC12CCC(CC1)(CC2)C2=CC(=C(C=C2)OC)C trans-2-(4-((4-(1-Isopropyl-1H-pyrazol-3-yl)pyridin-2-yl)((4-(4-methoxy-3-methylphenyl)bicyclo[2.2.2]octan-1-yl)methyl)carbamoyl)cyclohexyl)acetic acid